6'-(3-amino-6-(4-(4-(cyclopropylmethyl)piperazin-1-yl)phenyl)-5-fluoropyrazin-2-yl)-2',3'-dihydro-1'H-spiro[cyclopropane-1,4'-isoquinoline]-1'-one NC=1C(=NC(=C(N1)F)C1=CC=C(C=C1)N1CCN(CC1)CC1CC1)C=1C=C2C3(CNC(C2=CC1)=O)CC3